(6aR)-8-acryloyl-4-chloro-3-(2-fluoro-6-hydroxyphenyl)-1-((S)-2-(methoxymethyl)-2-methylmorpholino)-6,6a,7,8,9,10-hexahydro-12H-pyrazino[2,1-c]pyrido[3,4-f][1,4]oxazepin-12-one C(C=C)(=O)N1C[C@@H]2COC3=C(C(N2CC1)=O)C(=NC(=C3Cl)C3=C(C=CC=C3O)F)N3C[C@@](OCC3)(C)COC